C(C)[Si](O[C@@H]1[C@H]([C@H](O)O[C@@H]([C@H]1O)CO)O)(CC)CC 3-O-triethylsilyl-beta-D-glucopyranose